O1CC(CCC1)CN1CCN(CC1)CC1=CC=2N(C=C1)N=CC2N2C(NC(CC2)=O)=O 1-(5-((4-((tetrahydro-2H-pyran-3-yl)methyl)piperazin-1-yl)methyl)pyrazolo[1,5-a]pyridin-3-yl)dihydropyrimidine-2,4(1H,3H)-dione